C(C)OC(=O)C1=C(C=2C(=NC=C(C2)C(F)(F)F)N1)CC 3-ethyl-5-(trifluoromethyl)-1H-pyrrolo[2,3-b]pyridine-2-carboxylic acid Ethyl ester